phenyldibenzoselenophenyl-[dimethyl-fluorenyl(biphenylyl)triazinyl]biphenyl phenyl-N-(1-tert-butylazetidin-3-yl)carbamate C1(=CC=CC=C1)OC(NC1CN(C1)C(C)(C)C)=O.C1(=CC=CC=C1)C1=C(C(=C(C=C1)C1=CC=CC=C1)C1=NN=NC(=C1C1=C(C=CC=C1)C1=CC=CC=C1)C1=C(C(=CC=2C3=CC=CC=C3CC12)C)C)C1=CC=CC=2[Se]C3=C(C21)C=CC=C3